((1R,2S)-2-acrylamidocyclopentyl)carbamic acid tert-butyl ester C(C)(C)(C)OC(N[C@H]1[C@H](CCC1)NC(C=C)=O)=O